CCC(CC)OC(CCCCCCCCCN(CCCCC(=O)OC(CCCCCCCCC)CCCCCCCCC)CCCCN)=O.ClC1=NC(=NC=C1)C(=O)NC=1C=NC(=CC1)C(C)(C)O 4-chloro-N-(6-(2-hydroxypropan-2-yl)pyridin-3-yl)pyrimidine-2-carboxamide Pentan-3-yl-10-((4-aminobutyl)(5-(nonadecan-10-yloxy)-5-oxopentyl)amino)decanoate